FC1=CC=C(C=C1)C(C)N1N=CC(=C1)I 1-(1-(4-fluorophenyl)ethyl)-4-iodo-1H-pyrazole